5-[2-fluoro-6-[(4-methoxyphenyl)methoxy]-4-[[4-(3-methylbutanoyl)piperazin-1-yl]methyl]phenyl]-1,1-dioxo-1,2,5-thiadiazolidin-3-one FC1=C(C(=CC(=C1)CN1CCN(CC1)C(CC(C)C)=O)OCC1=CC=C(C=C1)OC)N1CC(NS1(=O)=O)=O